ethyl b-carboline-3-carboxylate C1=NC(=CC=2C3=CC=CC=C3NC12)C(=O)OCC